C(C1=CC=CC=C1)OC(=O)N1CCC(CC1)(O)C1=CC(=C(C=C1)Cl)C 4-(4-chloro-3-methylphenyl)-4-hydroxypiperidine-1-carboxylic acid benzyl ester